Methyl-2'-deoxyguanosine-5'-Triphosphate P(O)(=O)(OP(=O)(O)OP(=O)(O)O)OC[C@@H]1[C@H](C[C@@](O1)(N1C=NC=2C(=O)NC(N)=NC12)C)O